4-(4-(2-(1-(2-(2,6-dioxopiperidin-3-yl)-1,3-dioxoisoindolin-5-yl)piperidin-4-yl)acetyl)piperazin-1-yl)-N-(2-(((S)-2-methylpyrrolidin-1-yl)methyl)-1H-benzo[d]imidazol-5-yl)benzamide O=C1NC(CCC1N1C(C2=CC=C(C=C2C1=O)N1CCC(CC1)CC(=O)N1CCN(CC1)C1=CC=C(C(=O)NC2=CC3=C(NC(=N3)CN3[C@H](CCC3)C)C=C2)C=C1)=O)=O